chloromethyl ether triphenyl-phosphonium salt C1(=CC=CC=C1)[PH+](C1=CC=CC=C1)C1=CC=CC=C1.ClCOCCl